(R)-2-((4-(2-fluoro-4-nitrophenoxy)-6-methoxyquinazolin-5-yl)oxy)propan-1-ol lithium 2-methylpropan-2-olate CC(C)(C)[O-].[Li+].FC1=C(OC2=NC=NC3=CC=C(C(=C23)O[C@@H](CO)C)OC)C=CC(=C1)[N+](=O)[O-]